N=1C=CN2C=CC=CC12 aza-indolizine